(5-(2-(dimethylamino)ethyl)-6-methoxy-2',6'-dimethyl-[1,1'-biphenyl]-3-yl)methanol CN(CCC=1C=C(C=C(C1OC)C1=C(C=CC=C1C)C)CO)C